2-bromo-3-fluoro-4-iodo-aniline BrC1=C(N)C=CC(=C1F)I